methanol iron-molybdenum [Mo].[Fe].CO